COC=1C=C(C=CC1C)C1(CCC(CC1)N1C(NC2=CC=C(C(=C2C1)C)OC)=O)C(=O)N (3-Methoxy-4-methylphenyl)-4-(6-methoxy-5-methyl-2-oxo-1,2-dihydroquinazolin-3(4H)-yl)cyclohexanecarboxamide